tert-butyl 7-[7-[2,4-difluoro-6-(2-methoxyethoxy)phenyl]-4-(trifluoromethylsulfonyloxy)thieno[3,2-c]pyridin-6-yl]-3,4-dihydro-1H-isoquinoline-2-carboxylate FC1=C(C(=CC(=C1)F)OCCOC)C=1C2=C(C(=NC1C1=CC=C3CCN(CC3=C1)C(=O)OC(C)(C)C)OS(=O)(=O)C(F)(F)F)C=CS2